2-[(2S)-1,4-dioxan-2-yl]acetaldehyde O1[C@H](COCC1)CC=O